ClC=1C=C2C(=CN1)N(C(=C2)C2=C(N=NC=C2OC)OC)C 4-{5-chloro-1-methylpyrrolo[2,3-c]pyridin-2-yl}-3,5-dimethoxypyridazine